OCC(CO)(CO)N 1,1,1-tris(hydroxymethyl)methylamine